1,3,4-tris(bromomethyl)benzene BrCC1=CC(=C(C=C1)CBr)CBr